(3S)-3-methyl-1-[2-(1-phenyl-1H-1,2,4-triazol-3-yl)-1,3-thiazole-4-carbonyl]piperazine C[C@H]1CN(CCN1)C(=O)C=1N=C(SC1)C1=NN(C=N1)C1=CC=CC=C1